BrC1=NN(C(=C1)C[N+](CC)(CC)CC)C[C@@H](C)NC(=O)OC(C)(C)C (R)-N-((3-bromo-1-(2-((tert-butoxycarbonyl)amino)propyl)-1H-pyrazol-5-yl)methyl)-N,N-diethylethanaminium